NC1=C2C(=NC=N1)N(N=C2C2=CC=C(C=C2)OC2=CC=CC=C2)C2CCN(CC2)C2CN(C2)C2CN(C2)C=2C=C1C(N(C(C1=CC2)=O)C2C(NC(CC2)=O)=O)=O 5-[3-[3-[4-[4-Amino-3-(4-phenoxyphenyl)pyrazolo[3,4-d]pyrimidin-1-yl]-1-piperidinyl]Azetidin-1-yl]azetidin-1-yl]-2-(2,6-dioxo-3-piperidinyl)isoindoline-1,3-dione